5-(aminomethyl)pyrrolidin-2-one NCC1CCC(N1)=O